ClC1=C(OC2=CC=CC3=C2NC(=NS3(=O)=O)NCC3=NC=CC(=C3)F)C=CC=C1 5-(2-chlorophenoxy)-3-(((4-fluoropyridin-2-yl)methyl)amino)-4H-benzo[e][1,2,4]thiadiazine 1,1-dioxide